C1CCC2=C(C=3CCCC3C=C12)NC(=O)N=[S@](=O)(N)C=1C=NN2C1OC[C@H](C2)N(CC(F)(F)F)C (R,6S)-N'-((1,2,3,5,6,7-hexahydro-s-indacen-4-yl)carbamoyl)-6-(methyl(2,2,2-trifluoroethyl)amino)-6,7-dihydro-5H-pyrazolo[5,1-b][1,3]oxazine-3-sulfonimidamide